CC1=CC(=C(C=C1)O)CC 4-methyl-ethyl-phenol